OC[C@@H]1CN(CC1)C1=NC(N(C2=CC(=CC=C12)C(F)(F)F)C1=C(C=CC=C1)C)=O (S)-4-(3-(hydroxymethyl)pyrrolidin-1-yl)-1-(o-tolyl)-7-(trifluoromethyl)quinazolin-2(1H)-one